O=C1NC(CCC1N1C(C2=CC=C(C=C2C1=O)N1CCC(CC1)(C=O)F)=O)=O 1-(2-(2,6-dioxopiperidin-3-yl)-1,3-dioxoisoindolin-5-yl)-4-fluoropiperidine-4-carbaldehyde